ClC1=CC=C(N=N1)C(=O)NC=1C=CC=2N(C1)C=C(N2)C 6-chloro-N-(2-methylimidazo[1,2-a]pyridin-6-yl)pyridazine-3-carboxamide